C1(CCC1)OC(=O)N1CCN(CC1)C=1C=NN2C1C=CC(=C2)C=2C=NN(C2)C 4-[6-(1-Methyl-1H-pyrazol-4-yl)pyrazolo[1,5-a]pyridin-3-yl]piperazine-1-carboxylic acid cyclobutyl ester